F[C@H]\1[C@@H]2CCC[C@H](C/C1=C\C=1N=CC(=NC1)C1=C(C=C(C=C1)N1C=NC=C1)O)N2 2-(5-((E)-((1S,2R,5R)-2-fluoro-9-azabicyclo[3.3.1]nonan-3-ylidene)methyl)pyrazin-2-yl)-5-(1H-imidazol-1-yl)phenol